Tert-butyl ((S)-1-(((S)-1-((3-(3-aminopropyl)-4-(hydroxymethyl)phenyl)amino)-1-oxopropan-2-yl)amino)-3-methyl-1-oxobutan-2-yl)carbamate NCCCC=1C=C(C=CC1CO)NC([C@H](C)NC([C@H](C(C)C)NC(OC(C)(C)C)=O)=O)=O